3-[(3-chloro-2-methoxyphenyl)amino]-2-[6-(2-methoxyethoxy)-1,5-naphthyridin-4-yl]-1H,5H,6H,7H-pyrrolo[3,2-c]pyridin-4-one ClC=1C(=C(C=CC1)NC1=C(NC2=C1C(NCC2)=O)C2=CC=NC1=CC=C(N=C21)OCCOC)OC